6-methyl-2-nitrodibenzo[d,g][1,6,2]dithiazocin-7(6H)-one 5,5,12-trioxide CN1S(C2=C(S(C3=C(C1=O)C=CC=C3)=O)C=C(C=C2)[N+](=O)[O-])(=O)=O